BrCC(CC[C@@H](C(=O)OC)NC(=O)OC(C)(C)C)(OC)OC methyl (S)-6-bromo-2-((tert-butoxycarbonyl) amino)-5,5-dimethoxyhexanoate